2-((3R)-2-hydroxy-5-oxo-3-propylpyrrolidin-1-yl)butyric acid OC1N(C(C[C@H]1CCC)=O)C(C(=O)O)CC